BrC1(C(C1)CCCCCCOCC1=CC=CC=C1)Br ((6-(2,2-dibromocyclopropyl)-hexyloxy)methyl)benzene